5-bromo-6-methylbenzo[B]thiophene BrC1=CC2=C(SC=C2)C=C1C